C(#N)C1=C(C=CC=C1OC(F)F)S(=O)(=O)N(C)C 2-cyano-3-(difluoromethoxy)-N,N-dimethylbenzenesulfonamide